BrC=1C(NC2=CC=CC=C2N1)=[N-] bromoquinoxaliminide